2-[2,6-bis(propan-2-yl)-4-[2-(trifluoromethyl)-1,3-thiazol-4-yl]phenyl]-N-{4-[(dimethylamino)methyl]benzene-sulfonyl}acetamide CC(C)C1=C(C(=CC(=C1)C=1N=C(SC1)C(F)(F)F)C(C)C)CC(=O)NS(=O)(=O)C1=CC=C(C=C1)CN(C)C